(2R,3R,4R,5S)-2-(azidomethyl)-5-((6-(trifluoromethyl)pyrazin-2-yl)amino)tetrahydro-2H-pyran-3,4-diol N(=[N+]=[N-])C[C@H]1OC[C@@H]([C@H]([C@H]1O)O)NC1=NC(=CN=C1)C(F)(F)F